BrCCCOC1=CC=C(C(=O)C2=CC=CC=C2)C=C1 4-(bromopropoxy)benzophenone